[Fe].[Ni] nickel iron salt